C(C=C)C=1C=C(C#N)C=CC1C=1N(C=C(N1)C(F)(F)F)CC=C 3-allyl-4-(1-allyl-4-(trifluoromethyl)-1H-imidazol-2-yl)benzonitrile